OC=1C=C(C=CC1)[C@H]1[C@@H](CC2=NC=CC=C2O1)O (2S,3R)-2-(3-hydroxyphenyl)-3,4-dihydro-2H-pyrano[3,2-b]pyridin-3-ol